OCCOC(O)=O.CC(C(=O)OCC)C ethyl 2-methylpropanoate hydroxyethyl-carbonate